isopropyl (R,E)-5'-(3-((tert-butoxycarbonyl)(methyl)amino)prop-1-en-1-yl)-2'-oxo-1',2',5,7-tetrahydrospiro[cyclopenta[c]pyridine-6,3'-pyrrolo[2,3-b]pyridine]-3-carboxylate C(C)(C)(C)OC(=O)N(C/C=C/C=1C=C2C(=NC1)NC([C@@]21CC2=C(C=NC(=C2)C(=O)OC(C)C)C1)=O)C